p-tolylethylmethyldimethoxysilane C1(=CC=C(C=C1)CC[Si](OC)(OC)C)C